2-(((1R)-1-(2-(3-azabicyclo[3.1.0]hexan-3-yl)-3,7-dimethyl-4-oxo-4H-pyrido[1,2-a]pyrimidin-9-yl)ethyl)amino)benzoic acid C12CN(CC2C1)C=1N=C2N(C(C1C)=O)C=C(C=C2[C@@H](C)NC2=C(C(=O)O)C=CC=C2)C